FC1=C(C=CC=C1)N1C=C(C2=C1N=CN=C2OC2=CC=C1C(=CC(OC1=C2)=O)C)C2=CC=C(C=C2)O 7-[7-(2-fluoro-phenyl)-5-(4-hydroxy-phenyl)-7H-pyrrolo[2,3-d]Pyrimidine-4-oxy]-4-methylcoumarin